(4-cyclopropyl-6-methoxypyrimidin-5-yl)-4-(4-(1-methyl-4-(trifluoromethyl)-1H-imidazol-2-yl)benzyl)-4,5-dihydropyrrolo[2,3,4-de]quinazoline C1(CC1)C1=NC=NC(=C1C1=NC=2C=CC=C3C2C(=N1)N(C3)CC3=CC=C(C=C3)C=3N(C=C(N3)C(F)(F)F)C)OC